[4-[2-(3-amino-5-hydroxy-phenyl)-3H-imidazo[4,5-b]pyridin-7-yl]-1-piperidyl]-[4-(trifluoromethoxy)phenyl]methanone NC=1C=C(C=C(C1)O)C1=NC=2C(=NC=CC2C2CCN(CC2)C(=O)C2=CC=C(C=C2)OC(F)(F)F)N1